3-(ethoxymethoxy)-2,4'-difluoro-[1,1'-biphenyl]-4-carbaldehyde C(C)OCOC=1C(=C(C=CC1C=O)C1=CC=C(C=C1)F)F